5-(1-((1R,2S,5R)-2-isopropyl-5-methylcyclohexyl)-1H-1,2,3-triazole-4-yl)pentanenitrile C(C)(C)[C@H]1[C@@H](C[C@@H](CC1)C)N1N=NC(=C1)CCCCC#N